(3R,4R)-4-{[5-(2,4-difluoro-phenyl)-isoxazole-3-carbonyl]-amino}-1-((1R)-3,3-dimethyl-cyclohexyl)-piperidine-3-carboxylic acid dimethylamide CN(C(=O)[C@@H]1CN(CC[C@H]1NC(=O)C1=NOC(=C1)C1=C(C=C(C=C1)F)F)[C@H]1CC(CCC1)(C)C)C